C(C)(C)(C)OC(=O)N1CCC2(CCCN2CC=2C=C(OC3CCC(CC3)C(=O)O)C=C(C2)C(F)(F)F)CC1 4-(3-((8-(tert-butyloxycarbonyl)-1,8-diazaspiro[4.5]decan-1-yl)methyl)-5-(trifluoromethyl)phenoxy)cyclohexane-1-carboxylic acid